C(C)OC(CCC=1C=C(C=C(C1F)C)C1=C(C=C(C=C1C)C)C)=O 3-(4-fluoro-2',4',5,6'-tetramethyl-[1,1'-biphenyl]-3-yl)propionic acid ethyl ester